ClC1=NC(=NC(=N1)N1[C@H](COCC1)C)N1C2COCC1CC2 8-(4-chloro-6-((S)-3-methylmorpholino)-1,3,5-triazin-2-yl)-3-oxa-8-azabicyclo[3.2.1]octane